C(C)(C)(C)OC(=O)OC=1C=C2C=CN(C2=CC1)C(=O)[O-] 5-((tert-butoxycarbonyl)oxy)-1H-indole-1-carboxylate